O[C@H]1[C@@H]([C@@H]2[C@@H](OC3=C2C=CC=C3CCCC(=O)OC)C1)\C=C\[C@H]([C@H](CC#CC)C)O methyl 4-((1R,2R,3aS,8bS)-2-hydroxy-1-((3S,4S,E)-3-hydroxy-4-methyloct-1-en-6-yn-1-yl)-2,3,3a,8b-tetrahydro-1H-cyclopenta[b]benzofuran-5-yl)butanoate